gallium-tantalum-calcium silicate [Si]([O-])([O-])([O-])[O-].[Ca+2].[Ta+5].[Ga+3]